L-4-hydroxyphthalic anhydride OC=1C=C2C(C(=O)OC2=O)=CC1